(2r,5s)-4-(5-(2,2-difluorovinyl)-7-trityl-7H-pyrrolo[2,3-d]pyrimidin-4-yl)-2,5-dimethylpiperazine-1-carboxylic acid tert-butyl ester C(C)(C)(C)OC(=O)N1[C@@H](CN([C@H](C1)C)C=1C2=C(N=CN1)N(C=C2C=C(F)F)C(C2=CC=CC=C2)(C2=CC=CC=C2)C2=CC=CC=C2)C